BrC1=C(C=C2C(=C(C(=NC2=C1F)SC)I)NC1C2CN(C1C2)C(=O)[O-])CCC#N 5-((7-bromo-6-(2-cyanoethyl)-8-fluoro-3-iodo-2-(methylthio)quinolin-4-yl)amino)-2-azabicyclo[2.1.1]hexane-2-carboxylate